2-fluoro-N1-phenyl-N1-propylbenzene-1,3-diamine FC1=C(C=CC=C1N)N(CCC)C1=CC=CC=C1